(1R)-1-[1-(2,2,2-trifluoroethyl)-1H-pyrazolo[3,4-c]pyridin-5-yl]ethan-1-amine hydrochloride Cl.FC(CN1N=CC=2C1=CN=C(C2)[C@@H](C)N)(F)F